C(C1=CC=CC=C1)OC1CC(C1)=NNC(=O)OC(C)(C)C tert-butyl 2-(3-(benzyloxy)cyclobutylidene)hydrazine-1-carboxylate